ClC1=C(C=C(OC2=C(N=NN2)C(=O)O)C=C1F)C#CS(=O)(=O)C1CC1 5-(4-chloro-3-((cyclopropylsulfonyl)ethynyl)-5-fluorophenoxy)-1H-1,2,3-triazole-4-carboxylic acid